C(CCCCCCC[P+](CCCC)(CCCC)CCCC)[P+](CCCC)(CCCC)CCCC 1,8-octanediyl-bis(tri-n-butylphosphonium)